((S)-2-(2-Chlorophenyl)piperidin-1-yl)-N-((R,E)-4-(methylsulfonyl)but-3-en-2-yl)benzamide ClC1=C(C=CC=C1)[C@H]1N(CCCC1)C1=C(C(=O)N[C@H](C)\C=C\S(=O)(=O)C)C=CC=C1